The molecule is the hydrochloride salt of cyproheptadine. Note that the drug named cyproheptadine hydrochloride generally refers to cyproheptadine hydrochloride sesquihydrate. It contains a cyproheptadine. CN1CCC(=C2C3=CC=CC=C3C=CC4=CC=CC=C42)CC1.Cl